ClC1=NC(=NC=C1)C1=CN=C2N1C=C(N=C2)C#N 3-(4-chloropyrimidin-2-yl)imidazo[1,2-a]pyrazine-6-carbonitrile